6-(4-((2s,5S)-4-acryloyl-5-(methoxymethyl)-1-(methylsulfonyl)piperazin-2-yl)-6-chloropyridin-2-yl)-N-methylpyrimidine-4-carboxamide C(C=C)(=O)N1C[C@@H](N(C[C@H]1COC)S(=O)(=O)C)C1=CC(=NC(=C1)Cl)C1=CC(=NC=N1)C(=O)NC